C(C)(C)(C)NCCCCCCNC(C)(C)C N,N'-di-tert-butylhexamethylenediamine